(R)-2-((1-(3,7-dimethyl-2-(1-methyl-1H-imidazol-4-yl)-4-oxo-4H-pyrido[1,2-a]pyrimidin-9-yl)ethyl)amino)benzoic acid CC1=C(N=C2N(C1=O)C=C(C=C2[C@@H](C)NC2=C(C(=O)O)C=CC=C2)C)C=2N=CN(C2)C